5-(4-((S)-3-cyclohexylmorpholinyl)-2-((S)-2-(hydroxymethyl)morpholinyl)quinazolin-6-yl)-1,3-dimethylpyridin-2(1H)-one C1(CCCCC1)[C@@H]1N(CCOC1)C1=NC(=NC2=CC=C(C=C12)C=1C=C(C(N(C1)C)=O)C)N1C[C@H](OCC1)CO